1-[{4-(3-fluorophenyl)-1-oxo-3-buten-1-yl}amino]cyclopropanecarboxylic acid FC=1C=C(C=CC1)C=CCC(=O)NC1(CC1)C(=O)O